5-methoxy-2,2-dimethyl-N-(3-methyl-1-(2-(1-methylpiperidin-4-yl)ethyl)-1H-indazol-6-yl)chroman-6-carboxamide COC1=C2CCC(OC2=CC=C1C(=O)NC1=CC=C2C(=NN(C2=C1)CCC1CCN(CC1)C)C)(C)C